BrC=1C2=C(C3=C(N=C(N=C3C1F)N1C[C@H](CC1)N(C)C)NCC1=NOC(=N1)C)COC2 (S)-6-Bromo-3-(3-(dimethylamino)pyrrolidin-1-yl)-5-fluoro-N-((5-methyl-1,2,4-oxa-diazol-3-yl)methyl)-7,9-dihydrofuro[3,4-f]quinazolin-1-amine